O=C1OC2(CN1C=1C=CC=3OCC(NC3N1)=O)CCNCC2 6-(2-oxo-1-oxa-3,8-diazaspiro[4.5]decan-3-yl)-4H-pyrido[3,2-b][1,4]oxazin-3-one